((2S,5R)-4-benzyl-2,5-diethylpiperazin-1-yl)-4-methyl-2-(tetrahydro-2H-pyran-2-yl)-2,4-dihydro-5H-pyrazolo[4,3-b]pyridin-5-one C(C1=CC=CC=C1)N1C[C@@H](N(C[C@H]1CC)C=1N(N=C2C1N(C(C=C2)=O)C)C2OCCCC2)CC